BrC1=C(C=C(O[C@@H](CCC2CCN(CC2)CC(=O)OCC)C)C=C1)C ethyl 2-[4-[(3R)-3-(4-bromo-3-methyl-phenoxy)butyl]-1-piperidyl]acetate